1-(4-hydroxyphenyl)-3-(4-chloro-2-bromophenyl)-2-propen-1-one OC1=CC=C(C=C1)C(C=CC1=C(C=C(C=C1)Cl)Br)=O